2-[(hydroxydimethylsilyl)oxy]benzoic acid O[Si](OC1=C(C(=O)O)C=CC=C1)(C)C